1-methylpyrimidin-2(1H)-one CN1C(N=CC=C1)=O